[N+](=O)([O-])C=1C(=NC=CC1)OC1=CC=C(C=C1)NC(=S)NC(=O)C=1OC=CC1 N-[(4-(3-nitropyridin-2-yloxy)phenyl)thiocarbamoyl]furan-2-carboxamide